(E)-1-acetyl-6-trifluoromethyl-3-(3-trifluoromethylbenzylidene)indol-2-one C(C)(=O)N1C(/C(/C2=CC=C(C=C12)C(F)(F)F)=C/C1=CC(=CC=C1)C(F)(F)F)=O